CS(=O)(=O)C1=CC=C(C=C1)C1SCC(N1C1=C(C=C(C(=O)O)C=C1)C)=O 4-[2-(4-methanesulfonylphenyl)-4-oxo-thiazolidin-3-yl]-3-methyl-benzoic acid